CC(CC(C(=O)O)C)(CC1=C(CCC1C(=C)C)C)C.C(CC)(=O)OC1=CCCC1 cyclopentenyl propionate ([2,2-dimethyl-3-(2-methyl-5-prop-1-en-2-yl-1-cyclopentenyl)propyl]propanoate)